CC1=C(N=NN1C1=C(C=C(C(=C1)OC)OC)OC)C(=O)OCC ETHYL 5-METHYL-1-(2,4,5-TRIMETHOXYPHENYL)-1H-1,2,3-TRIAZOLE-4-CARBOXYLATE